(3,5-dimethylpyrazol-1-yl) methylthiophene-2-carboxylate CC1=C(SC=C1)C(=O)ON1N=C(C=C1C)C